[(2R,3S,4R,5R)-5-[2-chloro-4-[[(1S)-2-hydroxy-1-phenyl-ethyl]amino]pyrrolo-[2,3-d]pyrimidin-7-yl]-3,4-dihydroxy-tetrahydrofuran-2-yl]methoxymethyl-phosphonic acid ClC=1N=C(C2=C(N1)N(C=C2)[C@H]2[C@@H]([C@@H]([C@H](O2)COCP(O)(O)=O)O)O)N[C@H](CO)C2=CC=CC=C2